FC1CN(C1)CCCOC=1C=C2N(C3CCCCC3=CC2=CC1OC)C 6-[3-(3-fluoroazetidin-1-yl)propoxy]-7-methoxy-N-methyl-1,2,3,4-tetrahydroacridin